N-(6-cyano-1-cyclobutyl-4-fluoro-1H-benzo[d]imidazol-2-yl)-3,3-dimethylbutanamide C(#N)C=1C=C(C2=C(N(C(=N2)NC(CC(C)(C)C)=O)C2CCC2)C1)F